6-(pyrimidin-4-yl)pyrido[4,3-d]pyrimidin-7(6H)-one N1=CN=C(C=C1)N1C=C2C(N=CN=C2)=CC1=O